FC1=CC=CC=C1C#N 6-fluoro-benzonitrile